NC1=C(C=NN1CC(F)(F)F)C(=O)N1C[C@]2(CCC1)NC(OC1=C2C(=C(C=C1)Cl)F)=O (R)-1'-(5-Amino-1-(2,2,2-trifluoroethyl)-1H-pyrazole-4-carbonyl)-6-chloro-5-fluorospiro[benzo[1,3]oxazine-4,3'-piperidin]-2(1H)-one